CN(CC)C[C@@H]1CNCC1 (S)-2-(methyl(pyrrolidin-3-ylmethyl)amino)ethan